NC1=NC=2C=CC=CC2C2=C1N=C(N2CC2=CC=C(C=C2)NC(C)=O)CCCC N-(4-((4-amino-2-butyl-1H-imidazo[4,5-c]quinolin-1-yl)methyl)phenyl)acetamide